methylethyl methylphosphonate Bis(2-fluorocyclohexyl)phosphonate FC1C(CCCC1)OP(OC1C(CCCC1)F)=O.CP(OC(C)C)(O)=O